tert-butyl N-[(S)-[(3R)-7-methyl-1,2,3,4-tetrahydro-1,5-naphthyridin-3-yl](phenyl)methyl]carbamate CC1=CN=C2C[C@H](CNC2=C1)[C@H](NC(OC(C)(C)C)=O)C1=CC=CC=C1